ClC=1C(=C2C=NNC2=C(C1F)C(C(=O)NCC)C)C=1C=CC=2N(C1)C=C(N2)NC(=O)[C@H]2[C@H](C2)F (1S,2S)-N-(6-(5-chloro-7-(1-(ethylamino)-1-oxopropan-2-yl)-6-fluoro-1H-indazol-4-yl)imidazo[1,2-a]pyridin-2-yl)-2-fluorocyclopropane-1-carboxamide